ClC=1C=C2C[C@@H](COC2=CC1)C(=O)C1=CN(C2=C1C=NC(=C2)C=2C=NNC2Cl)CC(C)(C)O [(3S)-6-Chlorochroman-3-yl]-[6-(5-chloro-1H-pyrazol-4-yl)-1-(2-hydroxy-2-methyl-propyl)pyrrolo[3,2-c]pyridin-3-yl]methanone